N-((2-methoxy-5-(3-methyltetrahydro-2H-pyran-3-yl)phenyl)sulfonyl)-5-(pyridin-2-yl)quinoline-2-carboxamide COC1=C(C=C(C=C1)C1(COCCC1)C)S(=O)(=O)NC(=O)C1=NC2=CC=CC(=C2C=C1)C1=NC=CC=C1